C1(CC1)S(=O)(=O)NC1=CN=CC(=N1)C(C(=O)O)(CC)F 2-(6-(Cyclopropanesulfonamido)pyrazin-2-yl)-2-fluorobutanoic Acid